BrC1=NN(C(=C1F)N1C(CCC1)=O)COCC[Si](C)(C)C 1-(3-bromo-4-fluoro-1-((2-(trimethylsilyl)ethoxy)methyl)-1H-pyrazol-5-yl)pyrrolidin-2-one